L-(+)-ascorbic acid sodium salt [Na+].O=C1C(O)=C([O-])[C@H](O1)[C@@H](O)CO